3,5-diamino-2,4,6-triiodobenzoic acid NC=1C(=C(C(=O)O)C(=C(C1I)N)I)I